C(C)(C)(C)C=1N=C(N(C1)C(=O)NCCCC1CC1)OC (tert-butyl)-N-(3-cyclopropylpropyl)-2-methoxy-1H-imidazole-1-carboxamide